Cl.CC(C(=O)NC1C(CNCC1)C)(COC1=NC=CC=C1OC(F)(F)F)C 2,2-dimethyl-N-(3-methylpiperidin-4-yl)-3-((3-(trifluoromethoxy)pyridin-2-yl)oxy)propanamide hydrochloride